CC(C)(CC(C#C)O)O 2-methylhex-5-yne-2,4-diol